(Z)-5-cyclopropyl-3-(2,6-dichlorophenyl)-4-(2-(piperidin-4-yl)vinyl)isoxazole C1(CC1)C1=C(C(=NO1)C1=C(C=CC=C1Cl)Cl)\C=C/C1CCNCC1